NC1=C(C=2N=CC=NC2C(=C1)C1=CC=C(C=C1)OC(F)(F)F)C#N 6-amino-8-(4-(trifluoromethoxy)phenyl)quinoxaline-5-carbonitrile